NC(C(=O)OC)C1=C(C(=CC=C1)OC(F)(F)F)F methyl 2-amino-2-(2-fluoro-3-(trifluoromethoxy)phenyl)acetate